C(OC1(CCC2(OCCO2)CC1)C=1SC(=CN1)CO[Si](C)(C)C(C)(C)C)(=S)SC O-(8-(5-(((tert-butyldimethylsilyl) oxy) methyl) thiazol-2-yl)-1,4-dioxaspiro[4.5]decan-8-yl) S-methyl carbonodithioate